2-(5-bromopyridin-2-yl)-N-(2,6-dichloro-4'-(cyclopropylsulfonyl)-[1,1'-biphenyl]-4-yl)acetamide isopropyl-(S)-6-diazo-2-((R)-2-methoxy-2-(1H-pyrrol-3-yl)acetamido)-5-oxohexanoate C(C)(C)OC([C@H](CCC(C=[N+]=[N-])=O)NC([C@@H](C1=CNC=C1)OC)=O)=O.BrC=1C=CC(=NC1)CC(=O)NC1=CC(=C(C(=C1)Cl)C1=CC=C(C=C1)S(=O)(=O)C1CC1)Cl